1,1,1,2,2-Pentafluoro-N-[(1S)-1-phenylethyl]pentan-3-amine hydrochloride Cl.FC(C(C(CC)N[C@@H](C)C1=CC=CC=C1)(F)F)(F)F